COC1=CC(OC(=C1)C)=O 4-methoxy-6-methyl-2-pyranone